(E)-3-ethoxy-5-(4-hydroxy-3-methoxystyryl)-4-(3-methylbut-2-en-1-yl)phenol C(C)OC=1C=C(C=C(C1CC=C(C)C)\C=C\C1=CC(=C(C=C1)O)OC)O